heptyl 10-((6-((4,4-bis(((Z)-oct-5-en-1-yl)oxy)butanoyl)oxy)hexyl)(3-hydroxypropyl)amino)decanoate C(CCC\C=C/CC)OC(CCC(=O)OCCCCCCN(CCCCCCCCCC(=O)OCCCCCCC)CCCO)OCCCC\C=C/CC